acryloylhydroxypropyl-triisopropoxysilane C(C=C)(=O)C(C)(C)O[Si](OC(C)C)(OC(C)C)CCCO